Cl.C12CNCC2C1NC(=O)C1=C(C=C(C=C1)NC(=O)C=1N(C(=CN1)C1=C(C(=C(C=C1)OC)F)F)C)Cl N-[4-[[(exo)-3-azabicyclo[3.1.0]hexan-6-yl]carbamoyl]-3-chloro-phenyl]-5-(2,3-difluoro-4-methoxy-phenyl)-1-methyl-imidazole-2-carboxamide hydrochloride